C(#N)C=1C(=NC2=CC(=CC=C2C1)[C@@H]1N(C[C@H](CC1)C)C(C(=O)NC=1C2=C(C=NC1)C=NN2)=O)C2CCN(CC2)C 2-((2R,5S)-2-(3-cyano-2-(1-methylpiperidin-4-yl)quinolin-7-yl)-5-methylpiperidin-1-yl)-2-oxo-N-(1H-pyrazolo[4,3-c]pyridin-7-yl)acetamide